CC(CC1CN(C(O1)=O)C=1C=CC=2OCC(NC2N1)=O)(C)[N+](=O)[O-] 6-[5-(2-Methyl-2-nitropropyl)-2-oxo-1,3-oxazolidin-3-yl]-4H-pyrido[3,2-b][1,4]oxazin-3-one